trimethylolethane tris(2-mercaptoacetate) SCC(=O)O.SCC(=O)O.SCC(=O)O.C(O)C(C)(CO)CO